C[C@@H]1CC2=C(SC=3N=CN=C(C32)NC3=CC(=C(C=C3)OC=3C=NC(=CC3)C)C)[C@H](N1C(C=C)=O)C 1-(6,8-trans-dimethyl-4-((3-methyl-4-((6-methylpyridin-3-yl)oxy)phenyl)amino)-5,8-dihydropyrido[4',3':4,5]thieno[2,3-d]pyrimidin-7(6H)-yl)prop-2-en-1-one